1,4-dihydroxybutanone OCC(CCO)=O